OCC1=CC=C(C=C1)OCCCCCCS 6-(4-hydroxymethylphenyloxy)hexanethiol